tert-butyl 3-(hydroxymethyl)-5,6-dihydro-[1,2,4]triazolo[4,3-a]pyrazine-7(8H)-carboxylate OCC1=NN=C2N1CCN(C2)C(=O)OC(C)(C)C